2-methyl-4-(4-(piperidin-4-yloxy)phenyl)-2,7-naphthyridin-1(2H)-one CN1C(C2=CN=CC=C2C(=C1)C1=CC=C(C=C1)OC1CCNCC1)=O